CC1(C(N(C(N1CC1=C(C=C(C(=O)NN)C=C1)F)=O)C1=CC=CC=C1)=O)C 4-((5,5-dimethyl-2,4-dioxo-3-phenylimidazolidin-1-yl)methyl)-3-fluorobenzoyl-hydrazine